tert-butyl (S or R)-2-(4-isopropylphenyl)-8-oxo-2,3,4,5a,6,7,8,9-octahydro-5H-1,2,5,7-tetraazabenzo[cd]azulene-5-carboxylate C(C)(C)C1=CC=C(C=C1)N1N=C2CC(NC[C@@H]3C2=C1CCN3C(=O)OC(C)(C)C)=O |o1:16|